N-(1'-(2-(2-fluoroethoxy)-6-methylpyrimidin-4-yl)-1',2'-dihydrospiro[cyclopropane-1,3'-pyrrolo[3,2-c]pyridin]-6'-yl)acetamide FCCOC1=NC(=CC(=N1)N1CC2(C=3C=NC(=CC31)NC(C)=O)CC2)C